3-(5-(((1R*,5S*,6S)-3-ethyl-3-azabicyclo[4.1.0]heptan-5-yl)oxy)-1-oxoisoindolin-2-yl)piperidine-2,6-dione C(C)N1C[C@@H]2C[C@@H]2[C@@H](C1)OC=1C=C2CN(C(C2=CC1)=O)C1C(NC(CC1)=O)=O |o1:4,7|